1-(3-acetylphenyl)-3-(3-(2-methoxyethyl)-2-methyl-4-oxo-3,4-dihydroquinazolin-6-yl)urea C(C)(=O)C=1C=C(C=CC1)NC(=O)NC=1C=C2C(N(C(=NC2=CC1)C)CCOC)=O